2'-(1,4-phenylene-bis[imino (1-acetyl-2-oxoethane-2,1-diyl) azo]) bis(dimethyl terephthalate) CC=1C(=C(C(=O)ON=NC(C(=O)NC2=CC=C(C=C2)NC(C(C(C)=O)N=NOC(C2=C(C(=C(C(=O)[O-])C=C2)C)C)=O)=O)C(C)=O)C=CC1C(=O)[O-])C